Dimethyl-Dioctadecylammonium C[N+](CCCCCCCCCCCCCCCCCC)(CCCCCCCCCCCCCCCCCC)C